C(C)C=1C(N(C2=NC(=CC=C2C1O)Cl)C=1C(=NC=CC1)C)=O Ethyl-7-chloro-4-hydroxy-1-(2-methylpyridin-3-yl)-2-oxo-1,2-dihydro-1,8-naphthyridin